FC=1C=C(C=C2CCN=CC12)B1OC(C(O1)(C)C)(C)C 8-fluoro-6-(4,4,5,5-tetramethyl-1,3,2-dioxaborolan-2-yl)-3,4-dihydroisoquinolin